FC=1C(=NC(=NC1)NC1C(CN(CC1)S(=O)(=O)C)C(F)(F)F)C1=C(C2=C(C3(N(C2=O)C)CC3)S1)C 2'-(5-Fluoro-2-((1-(methylsulfonyl)-3-(trifluoromethyl)piperidin-4-yl)amino)pyrimidin-4-yl)-3',5'-dimethylspiro[cyclopropane-1,6'-thieno[2,3-c]pyrrol]-4'(5'H)-one